N,N'-dichlorobiuret ClNC(=O)N(C(=O)N)Cl